6-CHLORO-5-HYDROXY-3-PYRIDINECARBOXALDEHYDE ClC1=C(C=C(C=N1)C=O)O